C(CCC)C1C(=NN(C1(C(=O)NCC1=CC(=CC=C1)Cl)C)C1=CC=CC=C1)C1=CC=C(C=C1)F 4-butyl-N-(3-chlorobenzyl)-3-(4-fluorophenyl)-5-methyl-1-phenyl-4,5-dihydro-1H-pyrazole-5-carboxamide